N-(2-(3-hydroxy-3-methylbutyl)-6-(pyridin-3-yl)-2H-indazol-5-yl)-2-(pyridin-4-yl)thiazole-4-carboxamide OC(CCN1N=C2C=C(C(=CC2=C1)NC(=O)C=1N=C(SC1)C1=CC=NC=C1)C=1C=NC=CC1)(C)C